FC(CNC(=O)C1=CN=C2N1C=C(C=C2)C2=CNC=1N=C(N=CC12)NCC(F)(F)F)F N-(2,2-difluoroethyl)-6-(2-((2,2,2-trifluoroethyl)amino)-7H-pyrrolo[2,3-d]pyrimidin-5-yl)imidazo[1,2-a]pyridine-3-carboxamide